racemic-cis-3-methyl-4-(4-(trifluoromethoxy)phenyl)piperidine C[C@@H]1CNCC[C@@H]1C1=CC=C(C=C1)OC(F)(F)F |r|